O1C(=C(C(=O)C2=CC=CC=C12)C1=CC=CC=C1)C(=O)O isoflavonic acid